FC(C1=CN=CC(=N1)C1=CC=C(C(=O)N2[C@@H](CCC2)C2=NC(=NC=C2)NS(=O)(=O)C2CC2)C=C1)(F)F N-[4-[(2S)-1-[4-[6-(trifluoromethyl)pyrazin-2-yl]benzoyl]pyrrolidin-2-yl]pyrimidin-2-yl]cyclopropanesulfonamide